O[C@@H](CNC(OC(C)(C)C)=O)CNCC1=CC=C(C=C1)OC tert-butyl (R)-(2-hydroxy-3-((4-methoxybenzyl)amino)propyl)carbamate